C(C)N(C1CNCC1)CC 3-diethylaminopyrrolidin